(E)-5-Cyano-3,4-dimethyl-N-(3-(2-(pyridin-4-yl)vinyl)-1H-indazol-5-yl)picolinamide C(#N)C=1C(=C(C(=NC1)C(=O)NC=1C=C2C(=NNC2=CC1)\C=C\C1=CC=NC=C1)C)C